4-(2-(4-hydroxyphenyl)-2H-pyrazolo[3,4-d]pyrimidin-4-yl)-1-methyl-N-(4-(methylthio)benzyl)piperazine-2-carboxamide OC1=CC=C(C=C1)N1N=C2N=CN=C(C2=C1)N1CC(N(CC1)C)C(=O)NCC1=CC=C(C=C1)SC